CN(CC(=O)O)C=1C2=C(N=C(N1)C1=NC=CC(=C1)C)CCC2 N-methyl-N-(2-(4-methylpyridin-2-yl)-6,7-dihydro-5H-cyclopenta[d]pyrimidin-4-yl)glycine